5-aminocytidine NC=1C(=NC(N([C@H]2[C@H](O)[C@H](O)[C@@H](CO)O2)C1)=O)N